7-(2-(cyclopropylamino)-2-oxoacetyl)-N-(4-fluoro-3-methylphenyl)-2-methyl-5,5a,6,7,8,9,9a,10-octahydro-2H-pyrido[3,4-f]pyrrolo[3,4-b][1,4,5]oxathiazocine-1-carboxamide 4,4-dioxide C1(CC1)NC(C(=O)N1CC2NS(C=3C(OCC2CC1)=C(N(C3)C)C(=O)NC3=CC(=C(C=C3)F)C)(=O)=O)=O